O=S1(CC=2C(=NC3=CC=C4C(=C3C2CC1)C=NN4)C4=CC=C(C=C4)C(=O)N4CCN(CC4)C)=O (4-(9,9-Dioxo-3,8,10,11-tetrahydropyrazolo[4,3-f]thiopyrano[3,4-c]quinolin-7-yl)phenyl)(4-methylpiperazin-1-yl)methanone